3-(2,6-dithianyl)-4-hydroxybenzoic acid C1(SCCCS1)C=1C=C(C(=O)O)C=CC1O